Cl.Cl.C(C1=CC=CC=C1)C1N=C2SC=C(N2C1)CSC=1NC2=CC=C(C=C2CN1)Cl 6-benzyl-3-(((6-chloro-1,4-dihydroquinazolin-2-yl)thio)methyl)-5,6-dihydroimidazo[2,1-b]thiazole dihydrochloride